C(CCC)/C(/C(=O)[O-])=C/C(=O)[O-].C(CCC)/C(/C(=O)[O-])=C/C(=O)[O-].C(CCCCCCC)[Sn+4]CCCCCCCC di-n-octyltin bis(monobutyl maleate)